5-bromo-2-methoxy-3-((methoxymethoxy)methyl)pyrazine BrC=1N=C(C(=NC1)OC)COCOC